BrC1=CC=C(C=C1)C1=NC(=NC(=C1)C1=CC=C(C=C1)C1=CC=CC2=C1SC1=C2C=CC=C1)C1=CC=CC=C1 4-(4-bromophenyl)-6-[4-(dibenzo[b,d]thiophene-4-yl)phenyl]-2-phenylpyrimidine